1,2,4-trichloro-5-((4-chlorophenyl)sulfonyl)benzene ClC1=C(C=C(C(=C1)S(=O)(=O)C1=CC=C(C=C1)Cl)Cl)Cl